OC(C)(CC)C1=CC(=NC=C1)C(=O)O 4-(2-hydroxybut-2-yl)picolinic acid